N-(6-(4-(Methyl-sulfonyl)piperazin-1-yl)pyridin-3-yl)-4-(6-(thiophen-2-yl)imidazo[1,2-a]pyridin-3-yl)pyrimidin-2-amine CS(=O)(=O)N1CCN(CC1)C1=CC=C(C=N1)NC1=NC=CC(=N1)C1=CN=C2N1C=C(C=C2)C=2SC=CC2